N(=C=O)CCCCCCN1C(N(C(N(C1=O)CCCCCCN=C=O)=O)CCCCCCN=C=O)=O 1,3,5-tris(6-isocyanatohexyl)-1,3,5-triazine-2,4,6-trione